BrC1=C2C=CN=CC2=C2C(=C1)C=C(C=C2)C(=O)O 5-bromobenzo[h]isoquinoline-8-carboxylic acid